ethyl 1-(6-((tert-butoxycarbonyl) amino) pyridin-3-yl)-6-chloro-7-(3-((2-methoxyethyl) (methyl) amino)-1H-pyrazol-1-yl)-4-oxo-1,4-dihydroquinoline-3-carboxylate C(C)(C)(C)OC(=O)NC1=CC=C(C=N1)N1C=C(C(C2=CC(=C(C=C12)N1N=C(C=C1)N(C)CCOC)Cl)=O)C(=O)OCC